FC1=C(C=C2C(=NNC2=C1)C)N1C2(CC2)CN(CC1)S(=O)(=O)C 6-Fluoro-3-methyl-5-(7-(methylsulfonyl)-4,7-diazaspiro[2.5]octan-4-yl)-1H-indazole